4-nitro-3,5-lutidine [N+](=O)([O-])C1=C(C=NC=C1C)C